N-(2-(2-hydroxy-2-methylpropoxy)ethyl)-1-methyl-2-((6-(tri-fluoromethyl)benzo[d]-oxazol-2-yl)amino)-1H-benzo[d]imidazole-5-carboxamide OC(COCCNC(=O)C1=CC2=C(N(C(=N2)NC=2OC3=C(N2)C=CC(=C3)C(F)(F)F)C)C=C1)(C)C